2-(7-(diethylamino)-4-methyl-2-oxo-2H-chromen-3-yl)ethyl (2-(1H-imidazol-4-yl)ethyl)carbamate N1C=NC(=C1)CCNC(OCCC=1C(OC2=CC(=CC=C2C1C)N(CC)CC)=O)=O